C(C1=CC=CC=C1)[C@H]1NCOC1 (R)-4-benzyl-oxazolidine